BrC1=CC2=C(OC(O2)(C)C)C=C1 5-bromo-2,2-dimethyl-2H-1,3-benzodioxole